11-fluoro-14-(propan-2-yl)-6,7,13,14-tetrahydro-1,15-ethenopyrazolo[4,3-f][1,4,8,10]benzoxatriazacyclotridecin-4(5H)-one FC=1C=CC2=C(CN(C3=NC4=C(C(NCCO2)=O)C=NN4C=C3)C(C)C)C1